3,3',3''-nitrilotris(N-(2-aminoethyl)propanamide) N(CCC(=O)NCCN)(CCC(=O)NCCN)CCC(=O)NCCN